BrC1=CC=C(C=C1)N1N=C(C(=N1)C(=O)OC)C methyl 2-(4-bromophenyl)-5-methyl-1,2,3-triazole-4-carboxylate